O=S1(OC[C@@H]2N1CCN(C2)C(=O)[O-])=O (3aR)-1,1-dioxotetrahydro-1H-1λ6-[1,2,3]oxathiazolo[3,4-a]pyrazine-5(3H)-carboxylate